2,2-dimethyl-3-oxoundecanoic acid CC(C(=O)O)(C(CCCCCCCC)=O)C